(S)-7-(3-Isopropoxyphenyl)-N-(7-(pyrrolidin-1-yl)-6,7,8,9-tetrahydro-5H-benzo[7]annulen-2-yl)quinazolin-2-amine C(C)(C)OC=1C=C(C=CC1)C1=CC=C2C=NC(=NC2=C1)NC=1C=CC2=C(CC[C@H](CC2)N2CCCC2)C1